C(C)OC(NC1=CC(=CC(=C1)Br)NC(OCC)=O)=O (5-Bromo-1,3-phenylene)dicarbamic acid diethyl ester